COC(COC=1C(=C(C(=CC1)C)CC(=O)N)C)OC (3-(2,2-dimethoxyethoxy)-2,6-dimethylphenyl)acetamide